4-((2-cyanophenyl)thio)-6-(1-((1S,2R)-2-hydroxycyclohexyl)-1H-pyrazol-4-yl)pyrazolo[1,5-a]pyridine-3-carbonitrile C(#N)C1=C(C=CC=C1)SC=1C=2N(C=C(C1)C=1C=NN(C1)[C@@H]1[C@@H](CCCC1)O)N=CC2C#N